P(=O)([O-])([O-])[O-].[Mn+2].[Ni+2].[Li+] LITHIUM NICKEL MANGANESE PHOSPHATE